7-methyl-2,7-diazaspiro[3.5]nonane-2-carboxylic acid tert-butyl ester C(C)(C)(C)OC(=O)N1CC2(C1)CCN(CC2)C